(R)-methyl 2-amino-3-(3-(1-ethyl-1H-imidazol-5-yl)-5-fluorobenzamido)propanoate N[C@@H](C(=O)OC)CNC(C1=CC(=CC(=C1)F)C1=CN=CN1CC)=O